Cl.C(C1=CC=CC=C1)OC=1C(=NC=C(C1)C=1C=C2N(N1)CC[C@]21CNCC1)N |r| (rac)-3-(benzyloxy)-5-[5',6'-dihydrospiro[pyrrolidine-3,4'-pyrrolo[1,2-b]pyrazol]-2'-yl]pyridin-2-amine-hydrochloride salt